[Na+].CC1=C(OCC(=O)[O-])C=CC=C1 2-methylphenoxyacetic acid sodium salt